Ethyl 2-[(1R,3aS,7aR,E)-1-{(R)-6-(difluoromethyl)-7,7-difluoro-6-[(trimethylsilyl)oxy]heptan-2-yl}-7a-methyloctahydro-4H-inden-4-yliden]acetate FC(C(CCC[C@@H](C)[C@H]1CC[C@H]2\C(\CCC[C@]12C)=C\C(=O)OCC)(C(F)F)O[Si](C)(C)C)F